C(C)(C)(C)OC(=O)N1CC[N+](CC1)(CC(=O)NC1=C(SC=C1C)C(=O)OC)CC(=O)NC1=NOC=C1 4-(tert-butoxycarbonyl)-1-(2-(isoxazol-3-ylamino)-2-oxoethyl)-1-(2-((2-(methoxycarbonyl)-4-methylthiophen-3-yl)amino)-2-oxoethyl)piperazin-1-ium